3-[[6-(2-azaniumyl-ethylamino)-6-oxohexyl]carbamoyl]-8-chloro-7-hydroxy-2-oxo-chromene-6-sulphonate [NH3+]CCNC(CCCCCNC(=O)C=1C(OC2=C(C(=C(C=C2C1)S(=O)(=O)[O-])O)Cl)=O)=O